O=C1NC(CCC1C1=NN(C2=CC(=CC=C12)N1CC(N(CC1)CC1CCC2(CN(C2)C(=O)OC(C)(C)C)CC1)(C)C)C)=O tert-butyl 7-[[4-[3-(2,6-dioxo-3-piperidyl)-1-methyl-indazol-6-yl]-2,2-dimethyl-piperazin-1-yl]methyl]-2-azaspiro[3.5]nonane-2-carboxylate